phenylchloride C1(=CC=CC=C1)Cl